5-methoxy-1,3-dimethyl-pyrazole-4-carbaldehyde COC1=C(C(=NN1C)C)C=O